C(C1=CC=CC=C1)OC1=C(C(=C(C(=O)OC)C(=C1)C)OS(=O)(=O)C(F)(F)F)Br methyl 4-(benzyloxy)-3-bromo-6-methyl-2-(((trifluoromethyl)sulfonyl) oxy)benzoate